OC=1C=C(C2=CC=CC=C2C1)C=1C=C2C=CN(C2=CC1)C1CN(C1)C(C=C)=O 1-(3-(5-(3-hydroxynaphthalen-1-yl)-1H-indol-1-yl)azetidin-1-yl)prop-2-en-1-one